ClC1=C(C=C2CCNCC2=C1)NC1=NC=C(C(=N1)C=1SC=C(C1)C=1OCCN1)C(F)(F)F 7-chloro-N-(4-(4-(4,5-dihydrooxazol-2-yl)thiophen-2-yl)-5-(trifluoromethyl)pyrimidin-2-yl)-1,2,3,4-tetrahydroisoquinolin-6-amine